C(C)OC(=O)N1CC2(CC(C2)N2CCC(CC2)N(CC)C(=O)OCC)CC1.NCCNC1=C2C=CC=C(C2=CC=C1)S(=O)(=O)[O-].[Na+] sodium 5-(2-aminoethylamino)-1-naphthalenesulfonate Ethyl-2-{4-[(ethoxycarbonyl)(ethyl)amino]piperidin-1-yl}-6-azaspiro[3.4]octane-6-carboxylate